(3Z,9Z,6S,7R)-6,7-epoxy-octadecadienol C(=C\C=C/C[C@H]1[C@@H](CCCCCCCCCCC)O1)O